6-methyl-2,4-heptanediol benzoate mesitylglyoxylate C1(=C(C(=CC(=C1)C)C)C(C(=O)OC(CC(C)OC(C1=CC=CC=C1)=O)CC(C)C)=O)C